CN1N=NC(=C1COC1CC2=C(N=NC=C2)CN1C(C)=O)C=1C=NC(=CC1)C 1-(6-{[1-methyl-4-(6-methylpyridin-3-yl)-1H-1,2,3-triazol-5-yl]methoxy}-5,8-dihydropyrido[3,4-c]pyridazin-7(6H)-yl)ethanone